3-(2-Chloro-6-methyl-4-pyridyl)-2-(3-cyanophenyl)-N-[(3-hydroxyoxetan-3-yl)methyl]pyrazolo[1,5-a]pyrimidine-5-carboxamide ClC1=NC(=CC(=C1)C=1C(=NN2C1N=C(C=C2)C(=O)NCC2(COC2)O)C2=CC(=CC=C2)C#N)C